C(CC)OCC(C(F)F)(F)F (n-propyl)(2,2,3,3-tetrafluoro-n-propyl)ether